CC1=C(SC=C1)C(=O)Cl methylthiophene-2-carbonyl chloride